N-methoxy-3-(6-(methyl(piperidin-4-yl)amino)pyrido[3,4-d]pyrimidin-2-yl)bicyclo[1.1.1]pentane-1-carboxamide CONC(=O)C12CC(C1)(C2)C=2N=CC1=C(N2)C=NC(=C1)N(C1CCNCC1)C